C1(CC1)C=1C=C(C=CC1N1CCOCC1)C1=NNC(O[C@H]1C)=O (S)-5-(3-cyclopropyl-4-morpholinophenyl)-6-methyl-3,6-dihydro-2H-1,3,4-oxadiazin-2-one